5-[4,6-bis[(3R)-3-ethylmorpholin-4-yl]-1,3,5-triazin-2-yl]-4-(difluoromethyl)pyridin-2-amine C(C)[C@H]1N(CCOC1)C1=NC(=NC(=N1)N1[C@@H](COCC1)CC)C=1C(=CC(=NC1)N)C(F)F